Cl.N[C@H](C(=O)OC)C1=CC=CC=C1 methyl (2S)-amino(phenyl)ethanoate hydrochloride